OC1=CC=C(C=C1)N1C(C=CC(=C1)C)=O N-(4-hydroxyphenyl)-5-methyl-2-pyridone